C1(CC(CC(C1)O)O)O cyclohexane-1,3,5-triol